The molecule is a nucleotide-sugar oxoanion obtained by deprotonation of the diphosphate OH groups of GDP-beta-L-colitose. It is a conjugate base of a GDP-beta-L-colitose. C[C@H]1[C@H](C[C@@H]([C@H](O1)OP(=O)([O-])OP(=O)([O-])OC[C@@H]2[C@H]([C@H]([C@@H](O2)N3C=NC4=C3N=C(NC4=O)N)O)O)O)O